ClC1=C(C=CC=C1)C1NC(NC2=CC=CC(=C12)NC(C1=CC(=CC(=C1)C(F)(F)F)F)=O)=O N-(4-(2-Chlorophenyl)-2-oxo-1,2,3,4-tetrahydroquinazolin-5-yl)-3-fluoro-5-(trifluoromethyl)benzamide